C1(CC1)C=1N=NN(C1)[C@H](C(=O)N1[C@@H](C[C@H](C1)O)C(=O)NC(C)C=1C(=NC=C(C1)C)F)C(C)(C)C (2S,4r)-1-[(2S)-2-(4-cyclopropyl-triazol-1-yl)-3,3-dimethyl-butyryl]-N-[1-(2-fluoro-5-methyl-3-pyridinyl)ethyl]-4-hydroxy-pyrrolidine-2-carboxamide